COC1=CC=C(C=C1)CN1C(N(CCC1=O)C1=CN=C2N1C=CC(=C2)N2CCC(CC2)N(C(OC(C)(C)C)=O)C)=O tert-butyl N-[1-[3-[3-[(4-methoxyphenyl)methyl]-2,4-dioxo-hexahydropyrimidin-1-yl] imidazo[1,2-a]pyridin-7-yl]-4-piperidyl]-N-methyl-carbamate